(R)-((1-(6-bromo-3-methylpyridin-2-carbonyl)-5,5-difluoropiperidin-2-yl)methyl)carbamic acid tert-butyl ester C(C)(C)(C)OC(NC[C@@H]1N(CC(CC1)(F)F)C(=O)C1=NC(=CC=C1C)Br)=O